C1(CCCC1)C(C(F)(F)F)NNC(C1=CC=CC=C1)=O N'-(1-cyclopentyl-2,2,2-trifluoro-ethyl)benzohydrazide